ClC=1C(=C(C=CC1)[C@@]1(CN(CC1)C(C=C)=O)NC1=CC=C2C(=CC=NC2=C1)OC)C 1-[(3S)-3-(3-Chloro-2-methylphenyl)-3-[(4-methoxyquinolin-7-yl)amino]pyrrolidin-1-yl]prop-2-en-1-one